COC1=NC(=CC(=C1S(=O)(=O)NC1=NOC2=C1C(=CC(=C2)SC=2SC=CN2)OC)OC)C 2,4-dimethoxy-N-(4-methoxy-6-(thiazol-2-ylsulfanyl)benzo[d]isoxazol-3-yl)-6-methylpyridine-3-sulfonamide